1-(6-hydroxy-2,3,4-trimethoxyphenyl)-3-(3'-hydroxy-4'-methoxyphenyl)propan-1-one OC1=CC(=C(C(=C1C(CCC1=CC(=C(C=C1)OC)O)=O)OC)OC)OC